C1(CC1)C1=NC=NC(=C1C=1N=CC2=C(N1)C(=NN2)CC2=CC(=C(C(=C2)F)C=2N(C=C(N2)C(F)(F)F)C)F)OC 5-(4-cyclopropyl-6-methoxy-pyrimidin-5-yl)-3-[[3,5-difluoro-4-[1-methyl-4-(trifluoromethyl)imidazol-2-yl]phenyl]methyl]-1H-pyrazolo[4,3-d]pyrimidine